COCCN1N=CC=C1C(=O)N[C@H](C(=O)OCC)C1CCC(CC1)C ethyl (2S)-2-[[2-(2-methoxyethyl)pyrazole-3-carbonyl]amino]-2-(4-methylcyclohexyl)acetate